C1(CC1)NC1=NC=2N(C(C(=NC2C=N1)C1=CC2=CN(N=C2C=C1)C)=O)C1=CC=C(C=C1)OC(F)F 2-(cyclopropylamino)-8-(4-(difluoromethoxy)phenyl)-6-(2-methyl-2H-indazol-5-yl)pteridin-7(8H)-one